NC=1C(=C(C=CC1C)O)C 3-amino-2,4-dimethyl-phenol